(5,6-difluoro-2,4-bis(methylthio)-9H-pyrimido[4,5-b]indol-8-yl)(methyl)carbamic acid tert-butyl ester C(C)(C)(C)OC(N(C)C=1C=C(C(=C2C3=C(NC12)N=C(N=C3SC)SC)F)F)=O